C[SH-]C(OCC1CCC(CC1)F)=S O-((4-fluorocyclohexyl) methyl) S-methyldithiocarbonate